(3aR,4R,5R,6aS)-5-phenoxyhexahydrocyclopenta[c]pyrrole-3a,4(1H)-diol O(C1=CC=CC=C1)[C@H]1[C@H]([C@]2([C@H](CNC2)C1)O)O